3-acetyl-5-methyl-7-hydroxy-8-(diethylamino)methylcoumarin C(C)(=O)C=1C(OC2=C(C(=CC(=C2C1)C)O)CN(CC)CC)=O